NC1=NC=2C=CC(=CC2C2=C1[C@@H](OC2)C)C(=O)N(CC2=NC=C(C=C2)C(F)(F)F)CC2=NC=CC=C2F (3S)-4-amino-N-((3-fluoro-2-pyridinyl)methyl)-3-methyl-N-((5-(trifluoromethyl)-2-pyridinyl)methyl)-1,3-dihydrofuro[3,4-c]quinoline-8-carboxamide